C(=O)(O)CCC1(C2=CC=C(C=C2C=2C=C(C=CC12)C1=CC2=CC=CC=C2C=C1)C1=CC2=CC=CC=C2C=C1)CCC(=O)O 9,9-bis(carboxyethyl)-3,6-bis(2-naphthyl)fluorene